5-[(2R)-4-(2,3-dihydro-1H-indole-1-carbonyl)-2-ethylpiperazin-1-yl]-2'-ethoxy-N-[(3R)-pyrrolidin-3-yl]-[2,3'-bipyridine]-6-carboxamide N1(CCC2=CC=CC=C12)C(=O)N1C[C@H](N(CC1)C=1C=CC(=NC1C(=O)N[C@H]1CNCC1)C=1C(=NC=CC1)OCC)CC